2,5-dihydroxybenzenesulfonic acid calcium hydrate O.[Ca].OC1=C(C=C(C=C1)O)S(=O)(=O)O